(1-((1R,3S,4S)-2-Azabicyclo[2.2.1]heptane-3-carbonyl)piperidin-4-yl)(1-(5-fluoro-2'-isopropyl-[1,1'-biphenyl]-2-yl)-1H-pyrrolo[2,3-c]pyridin-3-yl)methanone [C@@H]12N[C@@H]([C@@H](CC1)C2)C(=O)N2CCC(CC2)C(=O)C2=CN(C1=CN=CC=C12)C1=C(C=C(C=C1)F)C1=C(C=CC=C1)C(C)C